C(CCCCCCCCCCCCCCCCC)OC=1C=C(CN)C=C(C1OCCCCCCCCCCCCCCCCCC)OCCCCCCCCCCCCCCCCCC 3,4,5-tri(octadecyloxy)benzylamine